C(C)(C)(C)OC(=O)C1(CC1)CCCCCCCBr 1-(7-Bromoheptyl)cyclopropane-1-carboxylic acid tert-butyl ester